BrC=1C(=CC=C2CCN(CC12)C)[N+](=O)[O-] 8-bromo-2-methyl-7-nitro-1,2,3,4-tetrahydroisoquinoline